N-(4-(5-(difluoromethyl)-1,3,4-oxadiazol-2-yl)-2-fluorobenzyl)-3-fluoro-N-phenylazetidin-3-carboxamide FC(C1=NN=C(O1)C1=CC(=C(CN(C(=O)C2(CNC2)F)C2=CC=CC=C2)C=C1)F)F